C(C)(C)(C)C1=CC=C(OCCCCCC(C)=O)C=C1 7-(4-tert-butylphenoxy)heptan-2-one